CC=1C(=NC=CC1)OCC1(CC1)C(C(=O)N)(C)C1N(CCC1)C (1-(((3-methylpyridin-2-yl)oxy)methyl)cyclopropyl)-2-(1-methylpyrrolidin-2-yl)propanamide